ClC1=C2C(=CC=NC2=C(C(=C1)[N+](=O)[O-])O)N1CCN(CC1)C(=O)N(C)C 4-(5-chloro-8-hydroxy-7-nitroquinolin-4-yl)-N,N-dimethylpiperazine-1-carboxamide